5-(3H-[1,2,3]triazolo[4,5-b]pyridin-3-yl) 3-methyl (1aR,6aR)-4-methyl-1,1a,6,6a-tetrahydrocyclopropa[b]pyrrolizine-3,5-dicarboxylate CC1=C(N2[C@H]3[C@@H](CC2=C1C(=O)ON1N=NC=2C1=NC=CC2)C3)C(=O)OC